5-Methyl-N-(5-(2-methyl-1H-imidazol-1-yl)pyridin-2-yl)-2-(1-methyl-1H-imidazol-2-yl)-6-(1-methyl-1H-pyrazol-3-yl)pyrrolo[2,1-f][1,2,4]triazin-4-amine CC=1C(=CN2N=C(N=C(C21)NC2=NC=C(C=C2)N2C(=NC=C2)C)C=2N(C=CN2)C)C2=NN(C=C2)C